O=C1N(C(SC1=CC1=CC=C(C=C1)OCCC)=S)CC(=O)O [4-oxo-5-(4-propoxybenzylidene)-2-thioxo-1,3-thiazolidin-3-yl]acetic acid